(S)-quinuclidin-3-yl((R)-5-(3,5-difluoro-4-isopropoxyphenyl)-2,2-dimethyl-2,3-dihydro-1H-inden-1-yl)carbamate N12C[C@H](C(CC1)CC2)OC(N[C@@H]2C(CC1=CC(=CC=C21)C2=CC(=C(C(=C2)F)OC(C)C)F)(C)C)=O